tert-butyl-4-(5-(2-fluoropyridin-3-yl)-1H-pyrrolo[2,3-b]pyridine-3-carboxamido)-piperidine-1-carboxylate C(C)(C)(C)OC(=O)N1CCC(CC1)NC(=O)C1=CNC2=NC=C(C=C21)C=2C(=NC=CC2)F